potassium 6-methyl-5,8-dioxo-2,3,5,6,7,8-hexahydrobenzo[B][1,4]dioxin-6-sulfonate CC1(C(C2=C(OCCO2)C(C1)=O)=O)S(=O)(=O)[O-].[K+]